benzyl 3-[(1-methylcyclopropyl)amino]pyrrolidine-1-carboxylate CC1(CC1)NC1CN(CC1)C(=O)OCC1=CC=CC=C1